NC=1C(=NC(=CC1C1=C(C(=CC=C1C)O)C)Cl)C(=O)N 3-amino-6-chloro-4-(3-hydroxy-2,6-dimethylphenyl)pyridinecarboxamide